ClC1=C(C=C(C=N1)N)C=1C=NN(C1)CCC(C)C 6-chloro-5-(1-isopentyl-1H-pyrazol-4-yl)pyridin-3-amine